methyl 4-(1-adamantyl)butanoate C12(CC3CC(CC(C1)C3)C2)CCCC(=O)OC